BrC=1C=C(SC1)C(CCC(=O)OC)=O methyl 4-(4-bromothien-2-yl)-4-oxobutanoate